C(C)(C)(C)OC(=O)N1CCN(CC1)C=1C=NC(=CC1C)[N+](=O)[O-] 4-(4-methyl-6-nitropyridin-3-yl)piperazine-1-carboxylic acid tert-butyl ester